FC=1C=C(C=CC1)C=1NC2=C(C=C(C=C2C1)COCCOC)NC1CCOCC1 2-(3-fluorophenyl)-5-(2-methoxyethoxymethyl)-N-tetrahydropyran-4-yl-1H-indol-7-amine